5-(1-isopropyl-1H-[1,2,3]triazolo[4,5-c]quinolin-8-yl)pyridin-2-amine C(C)(C)N1N=NC=2C=NC=3C=CC(=CC3C21)C=2C=CC(=NC2)N